N-(4-((7-isobutyryl-7H-pyrrolo[2,3-D]pyrimidine-4-yl)oxy)phenyl)-2-(4-(trifluoromethyl)phenyl)acetamide C(C(C)C)(=O)N1C=CC2=C1N=CN=C2OC2=CC=C(C=C2)NC(CC2=CC=C(C=C2)C(F)(F)F)=O